5-{[(5-chloro-4-iodopyridin-3-yl)oxy]methyl}pyridine-2-carbonitrile ClC=1C(=C(C=NC1)OCC=1C=CC(=NC1)C#N)I